diethyl 2-isopropylthiazole-4,5-dicarboxylate C(C)(C)C=1SC(=C(N1)C(=O)OCC)C(=O)OCC